(S)-Methyl 5-(3-(3-aminopropoxy)pyrrolidin-1-yl)benzo[c][2,6]naphthyridine-8-carboxylate NCCCO[C@@H]1CN(CC1)C1=NC2=C(C3=CN=CC=C13)C=CC(=C2)C(=O)OC